(S)-1-ethyl-6-((4-((2-hydroxy-1-phenylethyl)amino)-5-(3-(pyridin-2-yl)-1,2,4-oxadiazol-5-yl)pyrimidin-2-yl)amino)-1,2-dihydro-3H-indazol-3-one C(C)N1NC(C2=CC=C(C=C12)NC1=NC=C(C(=N1)N[C@H](CO)C1=CC=CC=C1)C1=NC(=NO1)C1=NC=CC=C1)=O